(S)-1-phenyl-1-propanol C1(=CC=CC=C1)[C@H](CC)O